1-(1-((2-(trimethylsilyl)ethoxy)methyl)-1H-imidazo[4,5-c]pyridin-7-yl)ethan-1-ol C[Si](CCOCN1C=NC=2C=NC=C(C21)C(C)O)(C)C